CN1N=C(C(=C1)S(=O)(=O)C1=NC(=CC=C1C(=O)N)N1N=C(C=C1)OCC(C(F)(F)F)(C)C)C (1,3-dimethylpyrazol-4-yl)sulfonyl-6-[3-(3,3,3-trifluoro-2,2-dimethyl-propoxy)pyrazol-1-yl]pyridine-3-carboxamide